FC=1C=C2CC(NC2=CC1)=O 5-fluoro-2-oxo-1H-indol